N-(6-chloro-1-(4-(trifluoromethyl)phenyl)-1H-indol-5-yl)acrylamide ClC1=C(C=C2C=CN(C2=C1)C1=CC=C(C=C1)C(F)(F)F)NC(C=C)=O